CCC(=O)[C@@H]1C[C@H]([C@@]2(O1)CC[C@@]3([C@@]2(CCC4=C3CC[C@@H]5[C@@]4(CC[C@@H]([C@]5(C)CO)O[C@H]6[C@@H]([C@H]([C@@H]([C@H](O6)CO[C@H]7[C@@H]([C@H]([C@H](CO7)O)O)O[C@H]8[C@@H]([C@H]([C@@H]([C@H](O8)CO)O)O[C@H]9[C@@H]([C@H]([C@@H]([C@H](O9)CO)O)O)O)O[C@H]1[C@@H]([C@@H]([C@H]([C@@H](O1)C)O)O)O)O)O)O)C)C)C)C The molecule is a triterpenoid saponin isolated from Scilla scilloides and has been shown to exhibit anti-tumour activity. It has a role as an antineoplastic agent and a plant metabolite. It is a triterpenoid saponin, a pentasaccharide derivative, an oxaspiro compound, a ketone, a primary alcohol and a pentacyclic triterpenoid.